C(C1=CC=CC=C1)C1CC(=NO1)C(=O)C1=CC=C(C=C1)C(C)(C)C (5-benzyl-4,5-dihydroisoxazol-3-yl)(4-tert-butylphenyl)methanone